IC=1C=CN(NC1)C 5-iodo-2-methylpyridazin